tert-butyl (2-(6-bromo-1-(pyridin-4-ylmethyl)-1H-indol-3-yl)ethyl)(N,N-dimethylsulfamoyl)carbamate BrC1=CC=C2C(=CN(C2=C1)CC1=CC=NC=C1)CCN(C(OC(C)(C)C)=O)S(N(C)C)(=O)=O